BrC=1C=C(C=CC=2SC3=C(N2)C=C(C(=C3)N)C)C=CC1OCOC 3-bromo-4-(methoxymethoxy)styryl-5-methylbenzo[d]thiazol-6-amine